CN1N=CC(=C1)C1=COC=2C1=NC=C(C2)C2=CC=C(C=C2)N2CCNCC2 3-(1-methyl-1H-pyrazol-4-yl)-6-(4-(piperazin-1-yl)phenyl)furo[3,2-b]pyridine